CC1C(NC2=CN(N=C2C=2C=CN=C(CCCC1)C2)C2=CC=NC=C2)=O 9-methyl-4-(pyridin-4-yl)-3,4,7,15-tetraazatricyclo[12.3.1.02,6]Octadeca-1(18),2,5,14,16-pentaen-8-one